N-(2,6-difluoro-3-nitrophenyl)-2-(2,2,2-trifluoroethoxy)acetamide FC1=C(C(=CC=C1[N+](=O)[O-])F)NC(COCC(F)(F)F)=O